C(C)(C)(C)NC(=O)C1(C(CC[C@H](C1)C=C)CNC(OCC1=CC=CC=C1)=O)N(C(C)=O)C benzyl (((4R)-2-(tert-butylcarbamoyl)-2-(N-methylacetamido)-4-vinylcyclohexyl)methyl)carbamate